((3-hydroxytetrahydro-2H-pyran-4-yl)amino)-7-(1,1,1-trifluoropropan-2-yl)pyrrolo[2,1-f][1,2,4]triazine-6-carbonitrile OC1COCCC1NC1=NN2C(C=N1)=CC(=C2C(C(F)(F)F)C)C#N